C1(=CC=CC2=CC=CC=C12)\C=C\C=C (E)-1-(1-naphthyl)butadiene